2-chloro-4-fluoro-N-(2-methoxy-5-(4-(piperazin-1-yl)quinazolin-6-yl)pyridin-3-yl)benzenesulfonamide trifluoroacetate FC(C(=O)O)(F)F.ClC1=C(C=CC(=C1)F)S(=O)(=O)NC=1C(=NC=C(C1)C=1C=C2C(=NC=NC2=CC1)N1CCNCC1)OC